F[B-](F)(F)F.CN(C1=N\C(\C2=CC=3C(=N\C(\C3C=C21)=[N+](/C2=CC=CC=C2)\C)N(C2=CC=CC=C2)C)=[N+](/C2=CC=CC=C2)\C)C2=CC=CC=C2.F[B-](F)(F)F N,N'-((1Z,5Z)-3,7-bis(methyl(phenyl)amino)pyrrolo[3,4-f]isoindole-1,5-diylidene)bis(N-methylbenzenaminium) tetrafluoroborate